N=1SN=C2C1C=1C3=C(NC1C=C2)C=CS3 thieno[3,2-b][1,2,5]thiadiazolo[3,4-e]indole